1-(6-chloro-2-(3,5-dimethyl-1H-pyrazol-1-yl)pyrimidin-4-yl)ethan-1-one ClC1=CC(=NC(=N1)N1N=C(C=C1C)C)C(C)=O